8-bromo-N-(2-fluoro-6-methoxybenzyl)-[1,2,4]triazolo[4,3-c]pyrimidin-5-amine BrC=1C=2N(C(=NC1)NCC1=C(C=CC=C1OC)F)C=NN2